Benzyl 1-(4-amino-2-fluoro-phenyl)-4-hydroxy-piperidine-4-carboxylate NC1=CC(=C(C=C1)N1CCC(CC1)(C(=O)OCC1=CC=CC=C1)O)F